C(C)(C)(C)OC(=O)N1CCN(C[C@H](C1)F)C1CN(C1)C(=O)OCC1=CC=CC=C1.OC=1C=C(N(CC)CC)C=CC1 m-hydroxyl-N,N-diethyl-aniline tert-butyl-(R)-4-(1-((benzyloxy)carbonyl)azetidin-3-yl)-6-fluoro-1,4-diazepane-1-carboxylate